6-((3S,4S)-4-methylpyrrolidin-3-yl)-1-(tetrahydro-2H-pyran-4-yl)-1,5-dihydro-4H-pyrazolo[3,4-d]pyrimidin-4-one C[C@H]1[C@@H](CNC1)C=1NC(C2=C(N1)N(N=C2)C2CCOCC2)=O